BrC1=NN(C(=C1C#N)NC1=NC=CN=C1)COCC[Si](C)(C)C 3-bromo-5-[(pyrazin-2-yl)amino]-1-{[2-(trimethylsilyl)ethoxy]methyl}-1H-pyrazole-4-carbonitrile